tert-butyl (R)-4-(3-(((benzyloxy)carbonyl)amino)-5-fluorochroman-7-yl)piperazine-1-carboxylate C(C1=CC=CC=C1)OC(=O)N[C@H]1COC2=CC(=CC(=C2C1)F)N1CCN(CC1)C(=O)OC(C)(C)C